(E)-1-[4-[(2S)-2-(2,4-Difluorophenyl)-2-hydroxy-3-(1,2,4-triazol-1-yl)propoxy]phenyl]-3-(4-methoxyphenyl)prop-2-en FC1=C(C=CC(=C1)F)[C@@](COC1=CC=C(C=C1)C\C=C\C1=CC=C(C=C1)OC)(CN1N=CN=C1)O